DIMETHYL-1H-PYRROLE-1-PROPANAL CC1=C(N(C=C1)CCC=O)C